CN1C(=NN=C1)CC1(CS(C1)(=O)=O)C=1C=C(C=CC1)N1C(C2=CC(=CC(=C2C1)C(F)(F)F)CNC1(CCC1)C)=O 2-(3-(3-((4-methyl-4H-1,2,4-triazol-3-yl)methyl)-1,1-dioxidothietan-3-yl)phenyl)-6-(((1-methyl-cyclobutyl)amino)methyl)-4-(trifluoromethyl)isoindolin-1-one